5-chloro-2-{[(1S,2R)-2-(6-fluoro-2,3-dimethylphenyl)-1-(2H-1,2,3,4-tetrazol-5-yl)propyl]sulfamoyl}benzamide ClC=1C=CC(=C(C(=O)N)C1)S(N[C@@H]([C@H](C)C1=C(C(=CC=C1F)C)C)C=1N=NNN1)(=O)=O